C(#N)[C@H](CC1=CC=C(C=C1)C=1C=CC2=C(N(C(S2)=O)CCOC)C1)NC(=O)[C@H]1OCCCNC1 (2S)-N-[(1S)-1-Cyano-2-{4-[3-(2-methoxyethyl)-2-oxo-2,3-dihydro-1,3-benzothiazol-5-yl]phenyl}ethyl]-1,4-oxazepane-2-carboxamide